2,4-dihydroxy-5-isopropyl-N-(7-methyl-7H-pyrrolo[2,3-d]pyrimidin-4-yl)-N-propylbenzamide OC1=C(C(=O)N(CCC)C=2C3=C(N=CN2)N(C=C3)C)C=C(C(=C1)O)C(C)C